FC(C1=NN=C(O1)C=1C=CC(=NC1)CNC1=CC=CC=C1)F N-((5-(5-(difluoromethyl)-1,3,4-oxadiazol-2-yl)pyridin-2-yl)methyl)aniline